(R)-3-(6-(2-Benzyl-4-(methylsulfonyl)piperazin-1-yl)-1-methyl-1H-pyrazolo[3,4-d]pyrimidin-3-yl)-2,5-difluoro-6-methylphenol C(C1=CC=CC=C1)[C@H]1N(CCN(C1)S(=O)(=O)C)C1=NC=C2C(=N1)N(N=C2C=2C(=C(C(=C(C2)F)C)O)F)C